P(=O)(O)(O)OC(C(=O)O)CO.O=C[C@H](O)[C@@H](O)[C@H](O)[C@H](O)CO glucose phosphoglycerate